C(CCCCCCCCCCCCCCCCC)(=O)OC1CC(N(C(C1)(C)C)O)(C)C 1-oxyl-2,2,6,6-tetramethylpiperidine-4-yl stearate